ClC1=CC=C(C(=O)NC=2C(N(N(C2C2=C(C=C(C=C2F)OC)F)C)C2=NC=C(C=C2)Cl)=O)C=C1 4-chloro-N-[2-(5-chloropyridin-2-yl)-5-(2,6-difluoro-4-methoxyphenyl)-1-methyl-3-oxo-2,3-dihydro-1H-pyrazol-4-yl]benzamide